trans-N-(8-amino-7-fluoro-6-(4-methylpyridin-3-yl)isoquinolin-3-yl)-2-(1-(2,2-difluoroethyl)-1H-pyrazol-4-yl)-3-methylcyclopropane-1-carboxamide NC=1C(=C(C=C2C=C(N=CC12)NC(=O)C1C(C1C)C=1C=NN(C1)CC(F)F)C=1C=NC=CC1C)F